C(C)C=1C=C(C(=O)N2CC3(C2)CC(C3)NC(=O)NCC3=CC=C(C=C3)OC)C=CC1 1-(2-(3-ethylbenzoyl)-2-azaspiro[3.3]heptan-6-yl)-3-(4-methoxybenzyl)urea